COC(COC=1C(N(C2=CC=C(C=C2C1)NC1=NC(=C(C=C1Cl)C#N)N1C[C@H](C([C@H](C1)C)(F)F)C)CC1OCC1)=O)=O 2-((6-((3-Chloro-5-cyano-6-((3R,5S)-4,4-difluoro-3,5-dimethylpiperidin-1-yl)pyridin-2-yl)amino)-1-(oxetan-2-ylmethyl)-2-oxo-1,2-dihydroquinolin-3-yl)oxy)acetic acid methyl ester